(1S)-1-phenylethan-1-ol C1(=CC=CC=C1)[C@H](C)O